N-phenyl-4-[2-(4-{1H-pyrrolo[2,3-d]pyrimidin-4-yl}piperazin-1-yl)acetyl]piperazine-1-carboxamide C1(=CC=CC=C1)NC(=O)N1CCN(CC1)C(CN1CCN(CC1)C1=C2C(NC=N1)=NC=C2)=O